4-(p-methoxyphenyldiazenyl)phenol COC1=CC=C(C=C1)N=NC1=CC=C(C=C1)O